S(=O)(=O)(O)O.OC1=CC=C(NC)C=C1.OC1=CC=C(NC)C=C1 4-hydroxyl-(N-methyl)aniline hemisulfate